CN([C@H](C(=O)C(C(=O)NC)C(C)C)C(C)C)C 2-((S)-2-(dimethylamino)-3-methylbutanoyl)-N,3-dimethylbutyramide